(6-(Difluoromethyl)pyridin-2-yl)-1-(2-methoxypyrimidin-5-yl)-1-((5-(trifluoromethyl)-1H-pyrazol-3-yl)methyl)urea FC(C1=CC=CC(=N1)NC(N(CC1=NNC(=C1)C(F)(F)F)C=1C=NC(=NC1)OC)=O)F